3-chloro-N-(3-(3,3-dimethylbutyl)-4-oxo-3,4-dihydroquinazolin-5-yl)-4-((2-(trimethylsilyl)ethoxy)methoxy)benzamide ClC=1C=C(C(=O)NC2=C3C(N(C=NC3=CC=C2)CCC(C)(C)C)=O)C=CC1OCOCC[Si](C)(C)C